BrC1=CC=C2C=3C(C4=C(C(C3NC2=C1)(C)C)C=C(C(=C4)Cl)N4CCN(CC4)C)=O 3-bromo-9-chloro-6,6-dimethyl-8-(4-methylpiperazin-1-yl)-5,6-dihydro-11H-benzo[b]Carbazole-11-one